BrC1=NN(C(=C1)C=C(C)C)C1=CC(=CC=C1)OC 3-Bromo-1-(3-methoxyphenyl)-5-(2-methylprop-1-en-1-yl)pyrazole